OC1(CCN(CC1)C(=O)[C@H]1[C@@H](CN(CC1)CC1=NC=C(N=C1)C)C1=CC=CC=C1)CN1C=NC=2C(C1=O)=CSC2C2=CC=CC=C2 3-[[4-hydroxy-1-[(3R,4R)-1-[(5-methylpyrazin-2-yl)methyl]-3-phenyl-piperidine-4-carbonyl]-4-piperidinyl]methyl]-7-phenyl-thieno[3,4-d]pyrimidin-4-one